BrC1=C(C=C(C(=N1)C1=CN=C2N1C=C(N=C2)N2C(CCC2)=O)F)F (3-(6-bromo-3,5-difluoropyridin-2-yl)imidazo[1,2-a]pyrazin-6-yl)pyrrolidin-2-one